FC1(CCC2=C1N=C(N=C2C2=CC(=C(OCC(=O)N1CCNCC1)C=C2)F)N2[C@H](CC2)C)F (S)-2-(4-(7,7-difluoro-2-(2-methylazetidin-1-yl)-6,7-dihydro-5H-cyclopenta[d]pyrimidine-4-yl)-2-fluorophenoxy)-1-(piperazin-1-yl)ethan-1-one